C(CC)OC(CCCOP1(OC[C@@H]2[C@@H](O1)C[C@@H](O2)N2C(NC(C(=C2)F)=O)=O)=O)OCCC 1-((4aR,6R,7aS)-2-(4,4-Dipropyloxybutoxy)-2-oxotetrahydro-4H-furo[3,2-d][1,3,2]dioxaphosphorin-6-yl)-5-fluoropyrimidine-2,4(1H,3H)-dione